FC1=C(C=CC(=C1)F)N1CCN(CC1)CCNC1=NC2=C(C=3N1N=C(N3)C=3OC=CC3)C=NN2 {2-[4-(2,4-difluoro-phenyl)-piperazin-1-yl]-ethyl}-2-furan-2-yl-7H-pyrazolo[4,3-e][1,2,4]triazolo[1,5-c]pyrimidin-5-ylamine